methyl-2-sulfanyl-acetamide CC(C(=O)N)S